ClC1=CC=C(C=C1)C1OC(=C(C1=O)OS(=O)(=O)CC1=CC=C(C=C1)C)N 2-(4-chlorophenyl)-4-[[4-methylphenylmethylsulfonyl]oxy]-5-amino-3(2H)-furanone